BrC1=CC(=NN1C1=CC=C(C=C1)C=1C=NN(C1)C)N1C(=CC=C1C)C 5-bromo-3-(2,5-dimethyl-1H-pyrrol-1-yl)-1-(4-(1-methyl-1H-pyrazol-4-yl)phenyl)-1H-pyrazole